ClC=1C=C2N(C(N1)=O)CC1N2CCN(C1)C 7-Chloro-2-methyl-3,4,11,11a-tetrahydro-1H-pyrazino[1',2':3,4]imidazo[1,2-c]pyrimidin-9(2H)-one